2-(furan-2-yl)-5-(methylsulfonyl)-[1,2,4]triazolo[1,5-a][1,3,5]triazine-7-Amine O1C(=CC=C1)C1=NN2C(N=C(N=C2N)S(=O)(=O)C)=N1